C(C)(=O)OCOP(=O)(OCOC(C)=O)[O-].C(C)[NH+](CC)CC triethylammonium bis(acetoxymethyl)phosphate